(S)-N-(1-(dimethylamino)propan-2-yl)-7-oxo-7H-benzo[h]pyrido[2,1-b]quinazoline-12-carboxamide CN(C[C@H](C)NC(=O)C1=CC=CN2C1=NC=1C3=C(C=CC1C2=O)C=CC=C3)C